3-amino-3-(2-nitrophenyl)propionic acid NC(CC(=O)O)C1=C(C=CC=C1)[N+](=O)[O-]